N1=CC=C(C=C1)OC1=CC=C(C=C1)S(=O)(=O)O 4-(4-pyridyloxy)-benzenesulfonic acid